(R)-8-(1-((3-(((tert-butyldimethylsilyl)oxy)methyl)-2,4-difluorophenyl)amino)ethyl)-3,6-dimethyl-2-morpholinoquinazolin-4(3H)-one [Si](C)(C)(C(C)(C)C)OCC=1C(=C(C=CC1F)N[C@H](C)C=1C=C(C=C2C(N(C(=NC12)N1CCOCC1)C)=O)C)F